CN(C/C=C/C(=O)N1CC2=CC(=CC=C2CC1)OC1=CC=C(C=C1)C(F)(F)F)C (E)-4-(dimethylamino)-1-(7-(4-(trifluoromethyl)phenoxy)-3,4-dihydroisoquinolin-2(1H)-yl)but-2-en-1-one